2-[tert-butyl(diphenyl)silyl]oxyethanol [Si](C1=CC=CC=C1)(C1=CC=CC=C1)(C(C)(C)C)OCCO